(E)-3-cyano-4-(4-(cyclohexylamino)but-2-eneamido)-N-(3-(2-(methoxymethyl)-1-methyl-6-(trifluoromethyl)-1H-benzo[d]imidazol-5-yl)phenyl)benzamide C(#N)C=1C=C(C(=O)NC2=CC(=CC=C2)C2=CC3=C(N(C(=N3)COC)C)C=C2C(F)(F)F)C=CC1NC(\C=C\CNC1CCCCC1)=O